ruthenium tungsten oxide [W]=O.[Ru]